C(C)(C)(C)OC(=O)N1[C@H](C[C@H](C1)O)C (2S,4R)-4-hydroxy-2-methyltetrahydropyrrole-1-carboxylic acid tert-butyl ester